tert-Butyl (S)-4-((((9H-fluoren-9-yl)methoxy)carbonyl)amino)-5-((3-chlorophenyl)amino)-5-oxopentanoate C1=CC=CC=2C3=CC=CC=C3C(C12)COC(=O)N[C@@H](CCC(=O)OC(C)(C)C)C(=O)NC1=CC(=CC=C1)Cl